Cl.Cl.NC1=CC=C(C(=N1)C)CNC([C@H](C)NC([C@@H](CCC1=CC=CC=C1)NCCC1=CC(=CC=C1)O)=O)=O (R)-N-((S)-1-(((6-amino-2-methylpyridin-3-yl)methyl)amino)-1-oxopropan-2-yl)-2-((3-hydroxyphenylethyl)amino)-4-phenylbutanamide dihydrochloride